2-Chloro-7-(2-cyclohexylethyl)-5-oxo-7,8-dihydro-1,6-naphthyridine-6(5H)-carboxylic acid tert-butyl ester C(C)(C)(C)OC(=O)N1C(C=2C=CC(=NC2CC1CCC1CCCCC1)Cl)=O